(R)-3-chloro-4-(1-phenylpropylamino)-N-(1,2,4-thiadiazol-5-yl)benzenesulfonamide ClC=1C=C(C=CC1N[C@H](CC)C1=CC=CC=C1)S(=O)(=O)NC1=NC=NS1